FC1=CC(=C(C(=O)O)C=C1C(F)(F)F)NC1=C(C=C(C=C1)F)C 4-fluoro-2-((4-fluoro-2-methylphenyl)amino)-5-(trifluoromethyl)-benzoic acid